N,N-dihexyl-m-toluidine methyl-1-(4-((4-cyclohexyl-3-(trifluoromethyl)phenoxy)methyl)-3-methylbenzyl)azetidine-3-carboxylate COC(=O)C1CN(C1)CC1=CC(=C(C=C1)COC1=CC(=C(C=C1)C1CCCCC1)C(F)(F)F)C.C(CCCCC)N(C1=CC(=CC=C1)C)CCCCCC